(R)-(3,3-Difluoropyrrolidin-1-yl)(4-(3-methylmorpholinyl)-2-(1H-pyrrolo[2,3-b]pyridin-4-yl) thieno[3,2-d]pyrimidin-7-yl)methyl ketone FC1(CN(CC1)[C@H](C1=CSC2=C1N=C(N=C2N2C(COCC2)C)C2=C1C(=NC=C2)NC=C1)C(=O)[C@H](N1CC(CC1)(F)F)C1=CSC2=C1N=C(N=C2N2C(COCC2)C)C2=C1C(=NC=C2)NC=C1)F